FC=1C=C2C(N(C(NC2=CC1)=S)CCC1N(CCC1)C)=O 6-Fluoro-3-(2-(1-methylpyrrolidin-2-yl)ethyl)-2-thioxo-2,3-dihydroquinazolin-4(1H)-one